(3-Nitro-5-trifluoromethylpyridin-2-yl)benzenesulfonamide [N+](=O)([O-])C=1C(=NC=C(C1)C(F)(F)F)C1=C(C=CC=C1)S(=O)(=O)N